2-{4-[9,10-di(2-naphthyl)-2-anthryl]phenyl}-1-phenyl-1H-benzimidazole C1=C(C=CC2=CC=CC=C12)C=1C2=CC=CC=C2C(=C2C=CC(=CC12)C1=CC=C(C=C1)C1=NC2=C(N1C1=CC=CC=C1)C=CC=C2)C2=CC1=CC=CC=C1C=C2